octadecyl-octasiloxane C(CCCCCCCCCCCCCCCCC)[SiH2]O[SiH2]O[SiH2]O[SiH2]O[SiH2]O[SiH2]O[SiH2]O[SiH3]